2R-acetoxy-2-(2-chlorophenyl)acetic acid C(C)(=O)O[C@@H](C(=O)O)C1=C(C=CC=C1)Cl